C12(CC3CC(CC(C1)C3)C2)OC(CC(C(=O)O)=C)=O 4-((adamantan-1-yl)oxy)-2-methylene-4-oxobutanoic acid